17,17-bis(ethylenedioxy)androstan-6-one C1OC23[C@]4(C)[C@@H](CC2(OCCO3)OC1)[C@@H]1CC(C3CCCC[C@]3(C)[C@H]1CC4)=O